O.[Na].[N+](=O)([O-])C1=CC=C(C=C1)O para-nitrophenol sodium hydrate